4-((S)-4-acryloyl-2-methylpiperazin-1-yl)-7-(2-amino-3,5,6-trifluorophenyl)-6-chloro-1-(2-isopropyl-4-(methylthio)pyridin-3-yl)pyrido[2,3-d]pyrimidin-2(1H)-one C(C=C)(=O)N1C[C@@H](N(CC1)C=1C2=C(N(C(N1)=O)C=1C(=NC=CC1SC)C(C)C)N=C(C(=C2)Cl)C2=C(C(=CC(=C2F)F)F)N)C